N-((4r,5s,7r,8r,9s,10r)-8,10-dihydroxy-7-(hydroxymethyl)-9-(4-(3,4,5-trifluorophenyl)-1H-1,2,3-triazol-1-yl)-1,6-dioxaspiro[4.5]dec-4-yl)-2-methyl-1-naphthamide O[C@H]1[C@H](O[C@@]2([C@@H](CCO2)NC(=O)C2=C(C=CC3=CC=CC=C23)C)[C@@H]([C@H]1N1N=NC(=C1)C1=CC(=C(C(=C1)F)F)F)O)CO